rel-(1S,2S)-2-(benzyloxy)cyclobutan-1-ol C(C1=CC=CC=C1)O[C@@H]1[C@H](CC1)O |o1:8,9|